C1N(CC12CCOCC2)CC=2C=CC(=NC2)C(=O)NC=2C(=C(C=CC2)C2=C(C(=CC=C2)NC(C2=NC=C(C=C2)C(OC)OC)=O)C)Cl 5-((7-oxa-2-azaspiro[3.5]nonan-2-yl)methyl)-N-(2-chloro-3'-(5-(dimethoxymethyl)picolinamido)-2'-methyl-[1,1'-biphenyl]-3-yl)picolinamide